(S*)-tert-Butyl 11,11-difluoro-9-(hydroxymethyl)-3,4,8,9,10,11-hexahydro-1H-pyrido[4',3':3,4]pyrazolo[1,5-a]azepine-2(7H)-carboxylate FC1(C=2N(CC[C@@H](C1)CO)N=C1C2CN(CC1)C(=O)OC(C)(C)C)F |o1:6|